C(#N)N1CC2=C(C=C(C=C2C1)N1CC(CCC1)C(=O)N)C1=CC=CC=C1 (2-cyano-7-phenylisoindolin-5-yl)piperidine-3-carboxamide